CC=1C=C(OCC2=NOC(=N2)CSC2=NC(=CC(=N2)N)C)C=C(C1)C 2-[({3-[(3,5-dimethylphenoxy)methyl]-1,2,4-oxadiazol-5-yl}methyl)sulfanyl]-6-methylpyrimidin-4-amine